2-ethyl-5-(furan-2-yl)-1,6-dimethyl-4-oxopyridine-3-carboxamide C(C)C=1N(C(=C(C(C1C(=O)N)=O)C=1OC=CC1)C)C